[Cl-].[Cl-].[Ti+2].CC1=C(OC2=C(C=C(C2)C)C)C(=CC(=C1)C)C 2,4,6-trimethylphenoxy(2,4-dimethylcyclopentadiene) titanium dichloride